C(CCC)OC(C(C(C(=O)OCCCC)C)(C)C#N)=O 2-cyano-2,3-dimethylsuccinic acid di-n-butyl ester